3-methoxy-9-(trifluoromethyl)-7H-pyrimido[5',4':3,4]cyclopenta[1,2-c]quinolin-7-one COC1=CC=C2C3=C(C=NC2=C1)C(C1=C3C=NC(=N1)C(F)(F)F)=O